1-(3-bromo-5-fluoro-4-methoxyphenyl)ethanone BrC=1C=C(C=C(C1OC)F)C(C)=O